1,1-di-butylcyclohexane C(CCC)C1(CCCCC1)CCCC